CN1N=NN=C1C1=NC=C(C=C1)C(F)(F)F (1-methyl-1H-tetrazol-5-yl)-5-(trifluoromethyl)pyridin